6-chloro-2-(4,4-difluoroazepan-1-yl)-4-methylnicotinamide ClC1=NC(=C(C(=O)N)C(=C1)C)N1CCC(CCC1)(F)F